CC=1C2=CC=NC=3OCC4C5CCC(CN4C(=NC1C)C23)N5C(=O)[O-] 16,17-dimethyl-10-oxa-2,12,18,20-tetrazapentacyclo[9.7.1.14,7.02,8.015,19]icosa-1(18),11(19),12,14,16-pentaene-20-carboxylate